FC1=CC=C(C=2CC(NC12)=O)C(=O)OC methyl 7-fluoro-2-oxoindoline-4-carboxylate